FC1=CC(=C(N)C=C1)C#CC1=C(C=C(C=C1)OC)C(=C)OC 4-fluoro-2-((4-methoxy-2-(1-methoxyvinyl)phenyl)ethynyl)aniline